9,10-bis(4-bromophenyl)-2-tert-butyl-9,10-dihydroxy-9,10-dihydroanthracene BrC1=CC=C(C=C1)C1(C2=CC=CC=C2C(C=2C=CC(=CC12)C(C)(C)C)(O)C1=CC=C(C=C1)Br)O